CC1=NN2C(N=C(C=C2NCC(C=2C=NC=CC2)N2CCOCC2)C)=C1C 2,3,5-trimethyl-N-[2-(4-morpholinyl)-2-(3-pyridinyl)ethyl]pyrazolo[1,5-a]pyrimidin-7-amine